ClC1=C(CNCC[C@]2(CCOC3(C2)CCOCC3)C3=NC=C(C=C3)F)C=CC=C1Cl (R)-N-(2,3-dichlorobenzyl)-2-(4-(5-fluoropyridin-2-yl)-1,9-dioxaspiro[5.5]undecan-4-yl)ethane-1-amine